2-(4-amino-4-phenylpiperidin-1-yl)-5-(2-methylbenzo[d]thiazol-6-yl)-7H-pyrrolo[2,3-d]pyrimidine-4-carboxamide NC1(CCN(CC1)C=1N=C(C2=C(N1)NC=C2C2=CC1=C(N=C(S1)C)C=C2)C(=O)N)C2=CC=CC=C2